ClC=1C(=NN(C1)C1=CC=C(C=C1)NC=1C(=NN(C1)C1=C(C=CC=C1Cl)Cl)C(=O)N)C 4-((4-(4-chloro-3-methyl-1H-pyrazol-1-yl)phenyl)amino)-1-(2,6-dichlorophenyl)-1H-pyrazole-3-carboxamide